CC(C)(C)S(=O)/N=C/C=1N(C(=C(N1)C)C)C 2-methyl-N-[(1E)-(1,4,5-trimethylimidazol-2-yl)methylene]Propane-2-sulfinamide